ClC=1C(=NC(=NC1)NC1CCOCC1)C1=CC=C2CN(C(C2=C1)=O)CC(=O)N1[C@H](CCC1)CO 6-{5-chloro-2-[(oxan-4-yl)amino]pyrimidin-4-yl}-2-{2-[(2R)-2-(hydroxymethyl)pyrrolidin-1-yl]-2-oxoethyl}-2,3-dihydro-1H-isoindol-1-one